5,6-bis-fluorosalicylaldehyde FC1=CC=C(C(C=O)=C1F)O